(S)-4-Fluoro-N-(1-(3-fluoroazetidin-1-yl)-3-methylbutan-2-yl)-N,3-dimethylbenzamide FC1=C(C=C(C(=O)N(C)[C@H](CN2CC(C2)F)C(C)C)C=C1)C